CC1(CCOC12CCN(CC2)C=2N=NC(=C1C2N=CC=C1)C1=C(C=C(C=C1)C(F)(F)F)O)C 2-(8-(4,4-dimethyl-1-oxa-8-azaspiro[4.5]dec-8-yl)pyrido[2,3-d]pyridazin-5-yl)-5-(trifluoromethyl)phenol